(2-(Pyridin-4-yl)-4-(2,8-diazaspiro[4.5]decan-8-yl)pyrido[3,4-d]pyrimidin-5-yl)methanol formate C(=O)OCC1=CN=CC=2N=C(N=C(C21)N2CCC1(CCNC1)CC2)C2=CC=NC=C2